dodecylsulfonic acid tetraoctylphosphonium salt C(CCCCCCC)[P+](CCCCCCCC)(CCCCCCCC)CCCCCCCC.C(CCCCCCCCCCC)S(=O)(=O)[O-]